2,4-dioxo-1,4-dihydrothieno[2,3-d]pyrimidin O=C1NC(C2=C(N1)SC=C2)=O